C(C)N(S(=O)(=O)C1=C(C=C(C=C1CCCCC)OC)OC)CC N,N-diethyl-2,4-dimethoxy-6-pentylbenzenesulfonamide